ClC1=CC=C(CNC(=O)C2=NN(C=3C(N(CCC32)CC3(CC3)S(NC3=NC=CC=C3)(=O)=O)=O)C)C=C1 N-(4-Chlorobenzyl)-1-methyl-7-oxo-6-((1-(N-(pyridin-2-yl)sulfamoyl)cyclopropyl)methyl)-4,5,6,7-tetrahydro-1H-pyrazolo[3,4-c]pyridine-3-carboxamide